5,10,15,20-tetrakis(2,3,4,5,6-pentafluorophenyl)porphyrin cobalt (II) [Co+2].FC1=C(C(=C(C(=C1F)F)F)F)C=1C2=CC=C(N2)C(=C2C=CC(C(=C3C=CC(=C(C=4C=CC1N4)C4=C(C(=C(C(=C4F)F)F)F)F)N3)C3=C(C(=C(C(=C3F)F)F)F)F)=N2)C2=C(C(=C(C(=C2F)F)F)F)F